3,7,9-trimethyl-1-decanol CC(CCO)CCCC(CC(C)C)C